1-(3-amino-2-isopropylpyridin-4-yl)ethane-1-one NC=1C(=NC=CC1C(C)=O)C(C)C